C(C)(=O)OCCCCCCCCCCCCCCCCCCCCCCCC n-tetracosyl acetate